CCCCCCCCCCCCCCCC(=O)OC[C@@H]1[C@H]([C@@H]([C@@H]([C@H](O1)O[C@@H]2[C@H]([C@@H]([C@H]([C@H]([C@H]2OP(=O)([O-])OC[C@@H](COC(=O)CCCCCCCC[C@@H](C)CCCCCCCC)OC(=O)CCCCCCCCCCCCCCC)O[C@@H]3[C@H]([C@H]([C@@H]([C@H](O3)CO)O)O)O)O)O)OC(=O)CCCCCCCCCCCCCCC)O)O)O The molecule is an anionic phospholipid that is the conjugate base of 2-O-alpha-D-mannosyl-1-O-{1-O-[(10S)-10-methyloctadecanoyl]-2-O-palmitoyl-sn-glycero-3-phosphono}-5-O-palmitoyl-6-O-(6-O-palmitoyl-alpha-D-mannosyl)-1D-myo-inositol, obtained by deprotonation of the phosphate group. It has a role as a bacterial metabolite and an allergen. It is a conjugate base of a 2-O-alpha-D-mannosyl-1-O-{1-O-[(10S)-10-methyloctadecanoyl]-2-O-palmitoyl-sn-glycero-3-phosphono}-5-O-palmitoyl-6-O-(6-O-palmitoyl-alpha-D-mannosyl)-1D-myo-inositol.